N1=CC(=CC=C1)C=1SC(=CN1)C1=CC=CC(=N1)C1=NC=CC=N1 2-[6-[2-(3-pyridinyl)-5-thiazolyl]-2-pyridinyl]-pyrimidine